COC1=C(C=CC(=C1)C(F)(F)F)C1=CC=C(N=N1)CO (6-(2-methoxy-4-(trifluoromethyl)phenyl)pyridazin-3-yl)methanol